2-(((2-chloropyridin-4-yl)amino)methyl)-6-cyclopropylimidazo[1,2-a]pyridine-8-carbonitrile ClC1=NC=CC(=C1)NCC=1N=C2N(C=C(C=C2C#N)C2CC2)C1